C(C(C)C)N1N=C(C2=C(C=CC=C12)CC1=CC=C(C=C1)C(F)(F)F)C(=O)N[C@@H](C)C1=CC=C(C(=O)O)C=C1 4-[(1S)-1-[[1-isobutyl-4-[[4-(trifluoromethyl)phenyl]methyl]indazole-3-carbonyl]amino]ethyl]benzoic acid